S(=O)(=O)(OC(NC(CC)CC)=O)OS(=O)(=O)[O-] diethylmethylcarbamoyl disulfate